3-[3'-(acetylaminomethyl)-4'-hydroxy-5'-(adamantan-1-yl)biphenyl-4-yl]-acrylic acid methyl ester COC(C=CC1=CC=C(C=C1)C1=CC(=C(C(=C1)C12CC3CC(CC(C1)C3)C2)O)CNC(C)=O)=O